2-[4-[[5-chloro-2-[(2S)-2-piperidyl]pyrazolo[1,5-a]pyrimidin-7-yl]-methyl-amino]butylsulfonylamino]-2-phenyl-propanoic acid ClC1=NC=2N(C(=C1)N(CCCCS(=O)(=O)NC(C(=O)O)(C)C1=CC=CC=C1)C)N=C(C2)[C@H]2NCCCC2